5-{5-chloro-2-[(3S)-3-[(morpholin-4-yl)methyl]-3,4-dihydroisoquinoline-2(1H)-carbonyl]phenyl}-1,2-dimethyl-1H-pyrrole-3-carboxylic acid ethyl ester C(C)OC(=O)C1=C(N(C(=C1)C1=C(C=CC(=C1)Cl)C(=O)N1CC2=CC=CC=C2C[C@H]1CN1CCOCC1)C)C